NCC1=CC=C(C(=O)O)C=C1 4-(aminomethyl)benzoic Acid